(2-methoxy-1-(naphthalen-1-yl)ethyl)-2-methylbenzamide COCC(C1=CC=CC2=CC=CC=C12)C=1C(=C(C(=O)N)C=CC1)C